(Z)-2-chloro-N'-((4-fluorobenzoyl)oxy)acetimidamide ClC/C(/N)=N/OC(C1=CC=C(C=C1)F)=O